(2R,3R,4R,5S)-1-(5,8,11,14-tetraoxa-2-azahexadecan-16-yl)-2-(hydroxymethyl)piperidine-3,4,5-triol CNCCOCCOCCOCCOCCN1[C@@H]([C@H]([C@@H]([C@H](C1)O)O)O)CO